2-(4-(5-chloro-2-(1H-tetrazol-1-yl)phenyl)-2,5-dioxapiperazin-1-yl)-3-phenylpropionic acid ClC=1C=CC(=C(C1)N1CON(CO1)C(C(=O)O)CC1=CC=CC=C1)N1N=NN=C1